tert-butyl N-(5-bromo-2-methoxy-phenyl)carbamate BrC=1C=CC(=C(C1)NC(OC(C)(C)C)=O)OC